The molecule is a bis(azo) compound that consists of a 1,3,5-triazine core having two (5-hydroxy-1,3-disulfo-2naphthyl)amino groups at positions 2 and 6, each of which is further substituted with a 2-hydroxy-5-sulfophenylazo group. It is a member of azobenzenes, a bis(azo) compound, a diamino-1,3,5-triazine and a naphthalenesulfonic acid. C1=CC(=C(C=C1S(=O)(=O)O)N=NC2=C(C=C3C(=C2O)C=CC(=C3S(=O)(=O)O)NC4=NC(=NC=N4)NC5=C(C6=CC(=C(C(=C6C=C5)O)N=NC7=C(C=CC(=C7)S(=O)(=O)O)O)S(=O)(=O)O)S(=O)(=O)O)S(=O)(=O)O)O